AZETIDINYLACETAMIDE N1(CCC1)CC(=O)N